C(C)C=1C(NC2=CC(=CN=C2C1)CN1CCN(CC1)C=1C=C2CCNC(C2=CC1)=C=O)=O 3-ethyl-7-((4-(1-carbonyl-1,2,3,4-tetrahydroisoquinolin-6-yl)piperazin-1-yl)methyl)-1,5-diAzanaphthalen-2(1H)-one